C1(=CC=CC=C1)P(=O)(OC1=CC(N(C(=C1)C1=CC=CC=C1)C)=O)C1=CC=CC=C1 4-diphenylphosphinyloxy-1-methyl-6-phenylpyridin-2-one